4-((1R,5S)-3,8-diazabicyclo[3.2.1]octan-3-yl)-6,8-difluoro-7-(1H-indol-3-yl)-2-(((S)-1-methylpyrrolidin-2-yl)methoxy)quinazoline [C@H]12CN(C[C@H](CC1)N2)C2=NC(=NC1=C(C(=C(C=C21)F)C2=CNC1=CC=CC=C21)F)OC[C@H]2N(CCC2)C